1-(Fmoc-amino)cyclohexanecarboxylic acid C(=O)(OCC1C2=CC=CC=C2C2=CC=CC=C12)NC1(CCCCC1)C(=O)O